IC1=C(C(=O)NC2=CC(=CC=C2)Cl)C=CC=C1 2-iodo-N-(3-chlorophenyl)benzamide